6-(((R)-tetrahydrofuran-3-yl)oxy)pyridin O1C[C@@H](CC1)OC1=CC=CC=N1